diethyl ((3-bromo-5-iodo-7-(4,4,4-trifluorobutoxy)benzo[b]thiophen-2-yl) difluoromethyl)phosphonate BrC=1C2=C(SC1C(F)(F)P(OCC)(OCC)=O)C(=CC(=C2)I)OCCCC(F)(F)F